2-(1-(10-cyano-5,11-dihydrobenzo[6,7]oxepino[4,3-b]pyridin-11-yl)ethyl)-5-hydroxy-N-(isoxazol-4-yl)-1-methyl-6-oxo-1,6-dihydropyrimidine-4-carboxamide C(#N)C1=CC=CC2=C1C(C1=NC=CC=C1CO2)C(C)C=2N(C(C(=C(N2)C(=O)NC=2C=NOC2)O)=O)C